N,N-dimethyl-2-[4-(4,4,5,5-tetramethyl-1,3,2-dioxaborolan-2-yl)-1H-pyrazol-1-yl]ethanamine CN(CCN1N=CC(=C1)B1OC(C(O1)(C)C)(C)C)C